C(C1=CC=CC=C1)OC(=O)[C@H]1[C@@H](CC=CC1)C(=O)OCC1=CC=CC=C1 trans-4-cyclohexene-1,2-dicarboxylic acid dibenzyl ester